NC1=CC(=CC=2C(C3=CC=CC=C3C(C12)=O)=O)N 1,3-diaminoanthraquinone